((2-(((5S,8S,10aR)-3-acetyl-8-(8-fluoro-1,2,3,4-tetrahydroisoquinoline-2-carbonyl)-6-oxodecahydropyrrolo[1,2-a][1,5]diazocin-5-yl)carbamoyl)-1H-indol-5-yl)difluoromethyl)phosphonic acid C(C)(=O)N1CC[C@@H]2N(C([C@H](C1)NC(=O)C=1NC3=CC=C(C=C3C1)C(F)(F)P(O)(O)=O)=O)[C@@H](CC2)C(=O)N2CC1=C(C=CC=C1CC2)F